[N+](=O)([O-])C=1C(=NC=CC1)NCC1=CC=C(N=N1)C#N 6-(((3-nitropyridin-2-yl)amino)methyl)pyridazine-3-carbonitrile